CC1(CC(C1)N(C=1N=CC2=C(N1)C(=NC=N2)NC2=CC(=C(C=C2)OC2=CC1=C(N(C=N1)C)C=C2)C)C)O (1s,3s)-1-methyl-3-(methyl(8-((3-methyl-4-((1-methyl-1H-benzo[d]imidazol-5-yl)oxy)phenyl)amino)pyrimido[5,4-d]pyrimidin-2-yl)amino)cyclobutan-1-ol